N1(C=NC=C1)C1=CC2=C(N(C=N2)COCC[Si](C)(C)C)C(=C1)C(=O)NC1CCC(CC1)OCCOC 5-(1H-Imidazol-1-yl)-N-((1r,4r)-4-(2-methoxyethoxy)cyclohexyl)-1-((2-(trimethylsilyl)ethoxy)methyl)-1H-benzo[d]imidazole-7-carboxamide